butyl-aminosilane C(CCC)[SiH2]N